C(C)(C)(C)N(C(O)=O)C=1C(N(C(=CC1)C(F)(F)F)C1=CC=CC2=CC=CC=C12)=O.C(C)(C)(C)[Si](OC1C(CCC1)C(C)=O)(C1=CC=CC=C1)C1=CC=CC=C1 1-[2-[tert-butyl-(diphenyl)silyl]oxycyclopentyl]ethanone tert-butyl-(1-(naphthalen-1-yl)-2-oxo-6-(trifluoromethyl)-1,2-dihydropyridin-3-yl)carbamate